N-isopropyl-2,2-dimethyl-8-(6-methyl-7-oxo-6,7-dihydro-1H-pyrrolo[2,3-c]pyridin-4-yl)-3-oxo-3,4-dihydro-2H-1,4-benzoxazine-6-sulfonamide C(C)(C)NS(=O)(=O)C=1C=C(C2=C(NC(C(O2)(C)C)=O)C1)C=1C2=C(C(N(C1)C)=O)NC=C2